[NH4+].[O-][V](=O)=O ammonium monovanadate